diquinoxalino[2,3-a:2',3'-C]phenazine C1=CC=CC2=NC3=C(C4=NC5=CC=CC=C5N=C4C4=C3N=C3C=CC=CC3=N4)N=C12